C(CC)[NH-] propanaminide